ethyl 1-(6-(2-fluoroethoxy) pyridin-3-yl)-4-formyl-1H-pyrazole-3-acetate FCCOC1=CC=C(C=N1)N1N=C(C(=C1)C=O)CC(=O)OCC